2-((1s,2s)-1-(2-chlorophenyl)-1-(5-cyano-1-methyl-1H-pyrazol-4-yl)propan-2-yl)-5-hydroxy-N-(isoxazol-4-yl)-1-methyl-6-oxo-1,6-dihydropyrimidine-4-carboxamide ClC1=C(C=CC=C1)[C@@H]([C@H](C)C=1N(C(C(=C(N1)C(=O)NC=1C=NOC1)O)=O)C)C=1C=NN(C1C#N)C